ClC1=CC=C(C=C1)C1=CC=2C3=C(C=NC2C=C1)N(C(N3C3CCC(CC3)N3CCOCC3)=N)C 8-(4-Chlorophenyl)-3-methyl-1-((1s,4s)-4-morpholinocyclohexyl)-1,3-dihydro-2H-imidazo[4,5-c]quinolin-2-imine